(7R,14R)-11-chloro-1-(difluoromethoxy)-12-fluoro-6-(methyl-d3)-6,7-dihydro-7,14-methanobenzo[f]benzo[4,5]imidazo[1,2-a][1,4]diazocin-5(14H)-one ClC1=C(C2=C(N=C3N2[C@H]2C4=C(C(N([C@@H]3C2)C([2H])([2H])[2H])=O)C=CC=C4OC(F)F)C=C1)F